N1(CCCCCC1)C1=CC(=C(C(=N1)SCC)C(=O)NCC1=CC(=CC=C1)F)C 6-(Azepan-1-yl)-2-ethylsulfanyl-N-[(3-fluorophenyl)-methyl]-4-methyl-pyridine-3-carboxylic acid amide